C(C1=CC=CC=C1)C1=CC(NC=2N1C(=NN2)SCC2=C(C=CC=C2F)Cl)=O 5-benzyl-3-[(2-chloro-6-fluorobenzyl)sulfanyl][1,2,4]triazolo[4,3-a]pyrimidin-7(8H)-one